C(C)(=O)[O-] ethanoat